ClC1=NC(=C2N=C(N(C2=N1)C[C@H]1OCCC1)C)N1[C@H](CN([C@@H](C1)C)C(C(C)C)C1=CC=C(C=C1)C(F)(F)F)C 2-chloro-6-((2S,5R)-2,5-dimethyl-4-(2-methyl-1-(4-(trifluoromethyl)phenyl)propyl)piperazin-1-yl)-8-methyl-9-(((S)-tetrahydrofuran-2-yl)methyl)-9H-purine